4-(3,5-dimethoxybenzyl)-9-(4-fluoro-2-methylphenyl)-7-((2-imino-3-methyl-2,3-dihydro-1H-imidazol-1-yl)methyl)-2-methyl-3,4-dihydrobenzo[f][1,4]oxazepin-5(2H)-one COC=1C=C(CN2CC(OC3=C(C2=O)C=C(C=C3C3=C(C=C(C=C3)F)C)CN3C(N(C=C3)C)=N)C)C=C(C1)OC